(1S,3S)-Isopropyl 3-(4-(4-(chlorocarbonyl)-3-methylisoxazol-5-yl)phenoxy)cyclohexaneCarboxylate ClC(=O)C=1C(=NOC1C1=CC=C(O[C@@H]2C[C@H](CCC2)C(=O)OC(C)C)C=C1)C